NC1=NC=CC=C1C1=NC=2C(=NC(=CC2)C2=CC=CC=C2)N1C1=CC=C(CN2C[C@H](N(CC2)C#N)C)C=C1 (R)-4-(4-(2-(2-Aminopyridin-3-yl)-5-phenyl-3H-imidazo[4,5-b]pyridin-3-yl)benzyl)-2-methylpiperazine-1-carbonitrile